C(=O)O.OC1CC(NC1)C(=O)N 4-hydroxypyrrolidine-2-carboxamide formate